3-methylene-5-(2-(6-methylpyridin-3-yl)phenyl)dihydrofuran-2(3H)-one C=C1C(OC(C1)C1=C(C=CC=C1)C=1C=NC(=CC1)C)=O